C(C)N(CCCOC(=O)OCC(COC(CCCCCCC\C=C/C\C=C/CCCCC)=O)COC(CC(CCCCCCCC)CCCCCCCC)=O)CC (9Z,12Z)-3-(((3-(diethylamino)propoxy)carbonyl)oxy)-2-(((3-octylundecanoyl)oxy)methyl)propyloctadeca-9,12-dienoate